alpha-methylbenzylphenol CC(C1=CC=CC=C1)C1=C(C=CC=C1)O